(S)-1-(4-((6-(1-methyl-1H-pyrazol-4-yl)pyrazolo[1,5-a]pyrazin-4-yl)oxy)azepan-1-yl)prop-2-en-1-one CN1N=CC(=C1)C=1N=C(C=2N(C1)N=CC2)O[C@@H]2CCN(CCC2)C(C=C)=O